CN1N=CC=C1C1=CC2=C(O[C@H](CN2S(=O)(=O)C2=CC(=CC=C2)C(F)(F)F)CCC(=O)O)C=C1 (S)-3-(6-(1-methyl-1H-pyrazol-5-yl)-4-((3-(trifluoromethyl)-phenyl)sulfonyl)-3,4-dihydro-2H-benzo[b][1,4]oxazin-2-yl)propanoic acid